(Z)-6-fluoro-3-((2-methyl-1H-imidazol-5-yl)methylene)-5-(8-methyl-2,3-dihydro-1H-pyrido[2,3-b][1,4]oxazin-7-yl)indolin-2-one FC1=C(C=C2/C(/C(NC2=C1)=O)=C/C1=CN=C(N1)C)C1=C(C2=C(OCCN2)N=C1)C